FC1=C(C=CC=C1)N1CC2=CC=C(C=C2CC1)OC 2-(2-fluorophenyl)-6-methoxy-3,4-dihydroisoquinoline